2-methyl-N-(1-{2-[3-methyl-1-(propan-2-yl)-1H-pyrazol-4-yl]quinolin-4-yl}ethyl)benzamide CC1=C(C(=O)NC(C)C2=CC(=NC3=CC=CC=C23)C=2C(=NN(C2)C(C)C)C)C=CC=C1